C1(=CC=CC=C1)CC(=O)NC=1SC(=NN1)SCCSC=1SC(=NN1)NC(CC1=NC=CC=C1)=O 2-phenyl-N-(5-(2-(5-(2-(pyridin-2-yl)acetylamino)-1,3,4-thiadiazol-2-ylmercapto)ethylthio)-1,3,4-thiadiazol-2-yl)acetamide